(S)-(6-bromo-1,2,3,4-tetrahydronaphthalen-2-yl)carbamic acid benzyl ester C(C1=CC=CC=C1)OC(N[C@@H]1CC2=CC=C(C=C2CC1)Br)=O